ClC=1C=C(CNC2CC3=C(C=C(C(=C3CC2)OC)I)OC)C=C(C1)C N-(3-chloro-5-methylbenzyl)-6-iodo-5,8-dimethoxy-1,2,3,4-tetrahydronaphthalen-2-amine